ClC=1C=C(C=CC1C(=O)N1CCN(CC1)C(CC1CCNCC1)=O)NC=1C=2N(C=CN1)C(=CN2)C=2C(=NN(C2)CC#N)C(F)(F)F 2-(4-(8-((3-chloro-4-(4-(2-(piperidin-4-yl)acetyl)piperazine-1-carbonyl)phenyl)amino)imidazo[1,2-a]pyrazin-3-yl)-3-(trifluoromethyl)-1H-pyrazol-1-yl)acetonitrile